2-(naphthalen-1-yl)-2-oxoacetic acid C1(=CC=CC2=CC=CC=C12)C(C(=O)O)=O